C1(CC1)C1=NNC(=N1)C1=CC=C(C=C1)NC(=O)C=1C=C(C[N+]2(CC(S(CC2)(=O)=O)(C)C)[O-])C=CC1 4-(3-((4-(3-cyclopropyl-1H-1,2,4-triazol-5-yl)phenyl)carbamoyl)benzyl)-2,2-dimethylthiomorpholine 4-oxide 1,1-dioxide